OC1(CC(C1)N1C=C(C2=C1N=NC(=C2)C2=C(C=C(C=C2C)C(F)(F)F)O)C(F)(F)F)C 2-[7-(cis-3-hydroxy-3-methylcyclobutyl)-5-(trifluoromethyl)-7H-pyrrolo[2,3-c]pyridazin-3-yl]-3-methyl-5-(trifluoromethyl)phenol